ClC=1C=NC=C(C1[C@@H](C)OC=1C=C2C(=NNC2=CC1)C1=NC2=C(N1)CN(C2)C(=O)NC=2C=NN(C2)C)Cl (R)-2-(5-(1-(3,5-dichloropyridin-4-yl)ethoxy)-1H-indazol-3-yl)-N-(1-methyl-1H-pyrazol-4-yl)-4,6-dihydropyrrolo[3,4-d]imidazole-5(1H)-carboxamide